(S)-N-(2,6-dimethylpyrimidin-4-yl)-5-[2-methyl-5-[(2-methyltetrahydrofuran-2-yl)methoxy]-4-pyridyl]pyrazolo[1,5-a]pyridin-2-amine CC1=NC(=CC(=N1)NC1=NN2C(C=C(C=C2)C2=CC(=NC=C2OC[C@]2(OCCC2)C)C)=C1)C